3-(5-(trifluoromethyl)pyrimidin-2-yl)-3,8-diazabicyclo[3.2.1]octane-8-carboxylic acid tert-butyl ester C(C)(C)(C)OC(=O)N1C2CN(CC1CC2)C2=NC=C(C=N2)C(F)(F)F